COC1=C(C(=O)N(O)C)C=CC=C1OC 2,3-dimethoxy-N-methylbenzhydroxamic acid